(6-methylsulfonyl-3-pyridyl)boronic acid CS(=O)(=O)C1=CC=C(C=N1)B(O)O